(1r,4r)-4-(6-((6-methoxy-2-methyl-1,2,3,4-tetrahydroisoquinolin-7-yl)amino)-1H-pyrazolo[3,4-d]pyrimidin-1-yl)cyclohexane-1-carboxylic acid COC=1C=C2CCN(CC2=CC1NC1=NC=C2C(=N1)N(N=C2)C2CCC(CC2)C(=O)O)C